5,5'-methylenebis-salicylic acid C(C1=CC=C(C(C(=O)O)=C1)O)C1=CC=C(C(C(=O)O)=C1)O